C(CCCCCCCCCCCCCCCCCCC)(=O)OCC(OC(CCCCCCCCCCCCCCCCCCC)=O)CO glycerol diarachidate